C(C)(=O)ON=C1CC1C=1C=CC=2N(C3=CC=C(C=C3C2C1)C(C1=C(C=CC=C1)C)=O)CC N-acetoxy-1-[9-ethyl-6-(2-methylbenzoyl)-9H-carbazol-3-yl]-3-cyclopropane-one-imine